S(=O)(=O)(O)O.CN1CCCCC1 N-methyl-piperidine sulfate